[4-(5,5-dioxo-6H-benzo[c][1]benzothiepin-11-ylidene)-1-piperidyl]-(1H-pyrrolo[3,2-c]pyridin-7-yl)methanone O=S1(CC2=C(C(C3=C1C=CC=C3)=C3CCN(CC3)C(=O)C=3C1=C(C=NC3)C=CN1)C=CC=C2)=O